4-chloro-N-[5-(2,6-difluoro-4-methoxyphenyl)-1-methyl-3-oxo-2-phenyl-2,3-dihydro-1H-pyrazol-4-yl]benzamide ClC1=CC=C(C(=O)NC=2C(N(N(C2C2=C(C=C(C=C2F)OC)F)C)C2=CC=CC=C2)=O)C=C1